ClC=1C=C(C=CC1OCC=1C(=C(C=CC1)C1=CC=CC=C1)C)C=C(C(=O)[O-])C#N 3-(3-chloro-4-((2-methyl-[1,1'-biphenyl]-3-yl) methoxy) phenyl)-2-cyanoacrylate